8-Acryloxyoctyltrimethoxysilan C(C=C)(=O)OCCCCCCCC[Si](OC)(OC)OC